N1C[C@@H](CC1)C(=O)O (3R)-3-pyrrolidinecarboxylic acid